1-(((S)-4,4-difluoro-5-oxopyrrolidin-2-yl)methoxy)-4-(((1r,4S)-4-hydroxy-4-methylcyclohexyl)ethynyl)-7-isopropoxyisoquinoline-6-carboxamide FC1(C[C@H](NC1=O)COC1=NC=C(C2=CC(=C(C=C12)OC(C)C)C(=O)N)C#CC1CCC(CC1)(C)O)F